N#[U] uranium nitride